(S)-(3R,4R)-4-[4-(6-chloro-2-{[1-(2,2-difluorocyclopropyl)-5-methyl-1H-pyrazol-4-yl]amino}quinazolin-7-yl)piperidin-1-yl]oxolan-3-ol ClC=1C=C2C=NC(=NC2=CC1C1CCN(CC1)[C@H]1[C@H](COC1)O)NC=1C=NN(C1C)[C@@H]1C(C1)(F)F